C(#N)C1=C(N=C(S1)NS(=O)(=O)C1=C(C=C(C=N1)NC(C)=O)C)C1=CC(=C(C=C1)F)F N-(6-(N-(5-cyano-4-(3,4-difluorophenyl)thiazol-2-yl)sulfamoyl)-5-methylpyridin-3-yl)acetamide